C1(CC1)N1N=C(N=C1)C=1C(=C(C=CC1)NC1=C2C(=NC(=C1)NC(=O)C1CC1)NN=C2NC)OC N-(4-((3-(1-cyclopropyl-1H-1,2,4-triazol-3-yl)-2-methoxyphenyl)amino)-3-(methylamino)-1H-pyrazolo[3,4-b]pyridin-6-yl)cyclopropanecarboxamide